(E)-2-methyl-3-(thien-3-yl)acrylic acid methyl ester COC(\C(=C\C1=CSC=C1)\C)=O